N1CNC(C2C1=CN=CC2)=O tetrahydropyrido[3,4-d]pyrimidin-4(3H)-one